4-[1-[[4-(4,4-difluoro-1-piperidyl)phenyl]methyl]-3-hydroxy-2-oxo-indolin-3-yl]benzenesulfonamide FC1(CCN(CC1)C1=CC=C(C=C1)CN1C(C(C2=CC=CC=C12)(O)C1=CC=C(C=C1)S(=O)(=O)N)=O)F